FC=1C=NC=CC1C1=C(C=2C(NCC3(C2N1)CCOCC3)=O)I 2'-(3-fluoropyridin-4-yl)-3'-iodo-5',6'-dihydro-1'h-spiro[oxacyclohexane-4,7'-pyrrolo[3,2-c]pyridin]-4'-one